(1S,5R)-5-[2-[4-(3-chloro-2-fluoro-anilino)-6-nitro-quinazolin-7-yl]ethynyl]-3-azabicyclo[3.1.0]hexan-2-one ClC=1C(=C(NC2=NC=NC3=CC(=C(C=C23)[N+](=O)[O-])C#C[C@@]23CNC([C@H]3C2)=O)C=CC1)F